(1r,4r)-N1-(6-(5-(cyclopropylmethyl)-1-methyl-1H-pyrazol-4-yl)pyridin-2-yl)cyclohexane-1,4-diamine C1(CC1)CC1=C(C=NN1C)C1=CC=CC(=N1)NC1CCC(CC1)N